2,2'-iminobis(N,N-diethylethylamine) carbonate C(O)(O)=O.N(CCN(CC)CC)CCN(CC)CC